methylenebis-arachidic acid amide C(CCCCCCCCCCCCCCCCCCCC(=O)N)CCCCCCCCCCCCCCCCCCCC(=O)N